7-((R)-sec-Butoxy)-N-(1-((1S,2R)-2-fluorocyclopropyl)-2-oxo-1,2-dihydropyridin-3-yl)-2-(1-methyl-2-oxabicyclo[2.1.1]hex-4-yl)imidazo[1,2-a]pyrimidine-6-carboxamide [C@@H](C)(CC)OC1=NC=2N(C=C1C(=O)NC=1C(N(C=CC1)[C@@H]1[C@@H](C1)F)=O)C=C(N2)C21COC(C2)(C1)C